3-(cyclohexylideneamino)propane-1-amine C1(CCCCC1)=NCCCN